FC=1C(=NN2C1CNCCC2)NC 3-fluoro-N-methyl-5,6,7,8-tetrahydro-4H-pyrazolo[1,5-a][1,4]diazepin-2-amine